CC1=CC=C(C=C1)S(=O)(=O)OCCC1COC1 2-(oxetan-3-yl)ethyl 4-methylbenzenesulfonate